(1R,3R,4R)-2-((3-chlorophenyl)-L-leucyl)-N-((R)-1-cyano-2-((R)-2-oxopiperidin-3-yl)ethyl)-5,5-difluoro-2-azabicyclo[2.2.2]octane-3-carboxamide ClC=1C=C(C=CC1)N[C@@H](CC(C)C)C(=O)N1[C@H]2CC([C@@H]([C@@H]1C(=O)N[C@H](C[C@@H]1C(NCCC1)=O)C#N)CC2)(F)F